tert-butyl (3R,5R)-3-((3-(bis(tert-butoxycarbonyl)amino)-5-(tetrahydro-2H-pyran-4-yl)-1,2,4-triazin-6-yl)methyl)-2-oxo-5-(trifluoromethyl)piperidine-1-carboxylate C(C)(C)(C)OC(=O)N(C=1N=NC(=C(N1)C1CCOCC1)C[C@@H]1C(N(C[C@@H](C1)C(F)(F)F)C(=O)OC(C)(C)C)=O)C(=O)OC(C)(C)C